tert-butyl {2-[2-(aminomethyl)-1-{[2-(trimethylsilyl)ethoxy]methyl}-1H-benzimidazol-7-yl]ethyl}carbamate NCC1=NC2=C(N1COCC[Si](C)(C)C)C(=CC=C2)CCNC(OC(C)(C)C)=O